ClC1=C(C(=CC=C1)Cl)N1CC(C1)C1=CC=C(CN2CCC(CC2)C(=O)O)C=C1 (4-(1-(2,6-dichlorophenyl)azetidin-3-yl)benzyl)piperidine-4-carboxylic acid